CN1N=CC=C1C(=O)NC(C(NC1=CC=C2C(=C1)NC(C21CCOCC1)=O)=O)C1CCC(CC1)C(F)(F)F 2-Methyl-N-{2-oxo-2-[(2-oxo-spiro[1H-indole-3,4'-oxane]-6-yl)amino]-1-[4-(trifluoro-methyl)cyclohexyl]ethyl}-pyrazole-3-carboxamide